3-chloro-5-((1-(hydroxymethyl)cyclopropyl)amino)pyrazine-2-carboxylic acid ClC=1C(=NC=C(N1)NC1(CC1)CO)C(=O)O